C(C=C)(=O)NC1=C(C=CC=C1)C1CCNC=2N1N=C(C2C(=O)N)C2=CC(=C(C=C2)Cl)OC 7-(2-Acrylamidophenyl)-2-(4-chloro-3-methoxyphenyl)-4,5,6,7-tetrahydropyrazolo[1,5-a]pyrimidine-3-carboxamide